(R)-N-(1-(3-amino-5-(trifluoromethyl)phenyl)ethyl)-6-(isopropylsulfonyl)-2-methyl-7-(pyrrolidin-1-yl)pyrido[2,3-d]pyrimidin-4-amine NC=1C=C(C=C(C1)C(F)(F)F)[C@@H](C)NC=1C2=C(N=C(N1)C)N=C(C(=C2)S(=O)(=O)C(C)C)N2CCCC2